FC=1C=C(C2=C(SC=C2)C1)N1CCN(CC1)CCC1=CC=C2CCC(N(C2=C1)C(COC)=O)=O 7-(2-(4-(6-fluorobenzo[b]thiophen-4-yl)piperazin-1-yl)ethyl)-1-(2-methoxyacetyl)-3,4-dihydroquinolin-2(1H)-one